ethanoadenine C1CC2=NC(=C3C(=N2)N=C1N3)N